2-(4-(2-(((4-(3-chloro-1H-indol-4-yl)-2,6-dioxocyclohexylidene)methyl)amino)ethyl)piperazin-1-yl)-N-(p-tolyl)acetamide ClC1=CNC2=CC=CC(=C12)C1CC(C(C(C1)=O)=CNCCN1CCN(CC1)CC(=O)NC1=CC=C(C=C1)C)=O